1-(2,5-difluorophenyl)-3-[1-(2-fluorophenyl)-5-oxopyrrolidine-3-yl]urea FC1=C(C=C(C=C1)F)NC(=O)NC1CN(C(C1)=O)C1=C(C=CC=C1)F